C1(=CC=C(C2=CC=CC=C12)C(=O)OCCCC)C(=O)OCCCC dibutyl 1,4-naphthalenedicarboxylate